COC1(CC1)C1=NNC(=C1)C(=O)OCC Ethyl 3-(1-methoxycyclopropyl)-1H-pyrazole-5-carboxylate